2-amino-3-(5-nitrothiophen-3-yl)propanoic acid NC(C(=O)O)CC1=CSC(=C1)[N+](=O)[O-]